NCC1(CCN(CC1)C1=NN2C(S1)=NC=C2C2=C(C=CC=C2)OCC(F)F)O 4-(aminomethyl)-1-(5-(2-(2,2-difluoroethoxy)phenyl)imidazo[2,1-b][1,3,4]thiadiazol-2-yl)piperidin-4-ol